2-methyl-terephthalic acid 1-methyl ester COC(C1=C(C=C(C(=O)O)C=C1)C)=O